4-chloro-N-(1,1-dimethyl-cyclooctane-4-yl)-6-methyl-1H-pyrrolo[2,3-b]pyridine-2-formamide ClC1=C2C(=NC(=C1)C)NC(=C2)C(=O)NC2CCC(CCCC2)(C)C